Cl.NC(C)C=1C=C(C=C(C1)F)C(C(C)(O)C)(F)F 1-(3-(1-aminoethyl)-5-fluorophenyl)-1,1-difluoro-2-methylpropan-2-ol hydrochloride